[Na+].[NH4+] ammonium sodium